FS(C=1C=CC=2C3=C(NC2C1)CCN(CC3)C)(F)(F)(F)F pentafluoro-(3-methyl-2,4,5,6-tetrahydro-1H-azepino[4,5-b]indol-8-yl)-λ6-sulfane